(S)-7-((6-((3-fluoroazetidin-1-yl)methyl)-5-(tetrahydrofuran-3-yl)pyridin-2-yl)amino)-4-(7-fluoro-imidazo[1,2-a]pyridin-3-yl)isoindolin-1-one FC1CN(C1)CC1=C(C=CC(=N1)NC=1C=CC(=C2CNC(C12)=O)C1=CN=C2N1C=CC(=C2)F)[C@H]2COCC2